FC(OC1=CC=C(OC2CCNCC2)C=C1)(F)F 4-[4-(Trifluoromethoxy)phenoxy]piperidine